BrC1=COC2=C(C1=O)C=C(C(=C2)OCOCCOC)Cl 3-bromo-6-chloro-7-(2-methoxyethoxy)methoxy-4H-benzopyran-4-one